NC1=CC(=C(C(=O)NC[C@@H]2N(CCC2)CC)C=C1S(=O)(=O)CC)OC 4-amino-5-(ethanesulfonyl)-N-{[(2R)-1-ethylpyrrolidin-2-yl]methyl}-2-methoxybenzamide